(2-chloro-3-(3-fluoro-1H-pyrazol-4-yl)phenyl)((9aS)-3-(4-(difluoromethoxy)phenyl)hexahydropyrazino[2,1-c][1,4]oxazin-8(1H)-yl)methanone ClC1=C(C=CC=C1C=1C(=NNC1)F)C(=O)N1C[C@H]2COC(CN2CC1)C1=CC=C(C=C1)OC(F)F